tert-butyl (R)-(1-((2-((2-(4-chloro-7-((2-(trimethylsilyl)ethoxy)methyl)-7H-pyrrolo[2,3-d]pyrimidin-6-yl)pyrimidin-5-yl)carbamoyl)pyridin-4-yl)methyl)piperidin-3-yl)carbamate ClC=1C2=C(N=CN1)N(C(=C2)C2=NC=C(C=N2)NC(=O)C2=NC=CC(=C2)CN2C[C@@H](CCC2)NC(OC(C)(C)C)=O)COCC[Si](C)(C)C